2-bromo-9,9'-spirobi[9H-fluorene] BrC1=CC=2C3(C4=CC=CC=C4C2C=C1)C1=CC=CC=C1C=1C=CC=CC13